[Na+].FC=1C(=NC(=NC1)C(=O)[O-])OC 5-Fluoro-4-methoxypyrimidine-2-carboxylic Acid Sodium Salt